(2-(hydroxyamino)-2-oxoethyl) phosphonate P(OCC(=O)NO)([O-])=O